C1CC(=O)N[C@@H]1C(=O)O The molecule is an optically active form of 5-oxoproline having L-configuration. It has a role as an algal metabolite. It is a L-proline derivative, a non-proteinogenic L-alpha-amino acid and a 5-oxoproline. It is a conjugate acid of a 5-oxo-L-prolinate. It is an enantiomer of a 5-oxo-D-proline.